N-(2,6-difluorobenzyl)-1-methoxypropan-2-amine FC1=C(CNC(COC)C)C(=CC=C1)F